C[Si]1(N[Si](N[Si](N1)(C)C=C)(C)C=C)C=C 1,3,5-trimethyl-1,3,5-trivinylcyclotrisilazane